monoammonium fructose phosphate P(=O)([O-])(O)O.OCC(=O)[C@@H](O)[C@H](O)[C@H](O)CO.[NH4+]